C(C)(C)(C)OC(=O)N1C[C@@H]([C@@H](CC1)N1N=NC(=C1C)C=1C=C(C=2N(C1)N=CC2C(F)(F)F)O)O (3s,4r)-3-hydroxy-4-[4-[4-hydroxy-3-(trifluoromethyl)pyrazolo[1,5-a]pyridin-6-yl]-5-methyl-triazol-1-yl]piperidine-1-carboxylic acid tert-butyl ester